OCCN(CCO)CCC(=O)OCCOC N,N-bis(2-hydroxyEthyl)-2-(2-methoxyethoxycarbonyl)ethylamine